(S)-1-(3-((5-chloro-4-(2-(4-fluorophenyl)pyridin-4-yl)pyrimidin-2-yl)amino)piperidin-1-yl)ethan-1-one ClC=1C(=NC(=NC1)N[C@@H]1CN(CCC1)C(C)=O)C1=CC(=NC=C1)C1=CC=C(C=C1)F